racemic-cis-3-vinylcyclohexanol C(=C)[C@H]1C[C@H](CCC1)O |r|